6-(1H-indol-4-yl)-2-methyl-N-{(1S)-1-[3-(methyloxy)phenyl]ethyl}pyrimidin-4-amine N1C=CC2=C(C=CC=C12)C1=CC(=NC(=N1)C)N[C@@H](C)C1=CC(=CC=C1)OC